3-chloro-N-cyclopentyl-5-(2,6-difluorophenyl)-6H-pyrazolo[1,5-a][1,3,5]benzotriazepine-9-carboxamide ClC=1C=NN2C1N=C(NC1=C2C=C(C=C1)C(=O)NC1CCCC1)C1=C(C=CC=C1F)F